C(CCCCCCCCCCCCCCCCCCC)(=O)OCCl Chloromethyl eicosanoate